tert-butyl N-[3-[1-(2,6-dioxopiperidin-3-yl)-3-methyl-2-oxo-2,3-dihydro-1H-1,3-benzodiazol-5-yl]prop-2-yn-1-yl]carbamate O=C1NC(CCC1N1C(N(C2=C1C=CC(=C2)C#CCNC(OC(C)(C)C)=O)C)=O)=O